C(C)(C)C=1C2=C(NC1C=1C=C(C=3N(C1)N=CN3)C)C=C(S2)C2CCN(CC2)C(CN2CCCC2)=O 1-(4-(6-isopropyl-5-(8-methyl-[1,2,4]triazolo[1,5-a]pyridin-6-yl)-4H-thieno[3,2-b]pyrrol-2-yl)piperidin-1-yl)-2-(pyrrolidin-1-yl)ethan-1-one